ClC1=CC=C2C(=NC=NC2=C1)N1CCC(CC1)CCP(O)(O)=O (2-(1-(7-chloroquinazolin-4-yl)piperidin-4-yl)ethyl)phosphonic acid